C1(CCCCC1)N(C1CCC(CC1)=O)C1CCCCC1 4-(dicyclohexylamino)cyclohexanone